N1C(=NC2=C1C=CC=C2)C(=O)N[C@H](C(=O)O)CC(C)(C)C (S)-2-(1H-benzo[d]imidazole-2-carboxamido)-4,4-dimethylpentanoic acid